C(C)OCC(C(=O)OCCCC)C(C)(C)C butyl 2-ethoxymethyl-3,3-dimethylbutyrate